Ethyl (S)-3-(2-formyl-4-methyl-1-(oxetan-2-ylmethyl)-1H-imidazol-5-yl)propanoate C(=O)C=1N(C(=C(N1)C)CCC(=O)OCC)C[C@H]1OCC1